ClC1=C(C=C2C(C(=CN(C2=N1)C1=C(C=C(C=C1F)F)F)C(=O)NC1=C(C=CC=C1Cl)Cl)=O)F 7-chloro-N-(2,6-dichlorophenyl)-6-fluoro-4-oxo-1-(2,4,6-trifluorophenyl)-1,4-dihydro-1,8-naphthyridine-3-carboxamide